4-methoxy-1-(oxan-2-yl)pyrazolo[3,4-b]pyridin COC1=C2C(=NC=C1)N(N=C2)C2OCCCC2